1-(3-chloro-5-fluorophenyl)-3-(3-fluoro-5-(3-morpholinoquinoxaline-6-carbonyl)phenyl)urea ClC=1C=C(C=C(C1)F)NC(=O)NC1=CC(=CC(=C1)C(=O)C=1C=C2N=C(C=NC2=CC1)N1CCOCC1)F